Cl.Cl.N[C@@H](C(=O)N1[C@@H]2[C@H](CC1)[C@@](NC2)(C(=O)O)CCCCB(O)O)C (3aS,4R,6aR)-1-((R)-2-aminopropionyl)-4-(4-dihydroxyboryl-butyl)octahydropyrrolo[3,4-b]pyrrole-4-carboxylic acid dihydrochloride